3-methyl-1-oxa-3,8-diazaspiro[4.5]decan-2-one hydrogen chloride Cl.CN1C(OC2(C1)CCNCC2)=O